CC([C@H](C)NC(CCOCCOCCOCCNC(CCC=1C=CC=2C3=C(NC2C1)C=CN=C3)=O)=O)(C)C (2S)-3,3-dimethyl-2-[3-(2-{2-[2-(3-{5H-pyrido[4,3-b]indol-7-yl}propanamido)ethoxy]ethoxy}ethoxy)propanamido]butan